CC1=C(C(=O)NC2(CC2)C2=CC=CC3=CC=CC=C23)C=C(C=C1)OCCNCC(F)(F)F 2-Methyl-N-(1-(naphthalen-1-yl)cyclopropyl)-5-(2-((2,2,2-trifluoroethyl)amino)ethoxy)benzamide